dinonyl diacrylate C(C=C)(=O)OCCCCCCCCC.C(C=C)(=O)OCCCCCCCCC